OC1=NC(=CC=C1O)NCC 2,3-dihydroxy-6-ethylaminopyridine